N-tert-butyl-benzothiazole-sulphenamide C(C)(C)(C)NSC=1SC2=C(N1)C=CC=C2